C1C=CC(=CC=1)[P](C1C=CC=CC=1)(C1C=CC=CC=1)[Pd]([P](C1C=CC=CC=1)(C1C=CC=CC=1)C1C=CC=CC=1)(Cl)Cl bistriPhenylphosphine palladium dichloride